BrC1=CN=C2C=CC(=NC2=C1)C1=C(N=CN1COCC[Si](C)(C)C)C1=NC(=CC=C1)C 7-bromo-2-(4-(6-methylpyridin-2-yl)-1-((2-(trimethylsilyl)ethoxy)methyl)-1H-imidazol-5-yl)-1,5-naphthyridine